[N+3].[Cu+2] copper (II) nitrogen